SC=1NC2=C(N1)C=CC(=C2)C(=O)O 2-mercaptobenzoimidazole-5-carboxylic acid